CC1=NOC(=C1C=1C=C(OC2=C(C=C(C=C2C)NC(CCN2CCCCC2)=O)C)C=C(C1)C)C N-(4-(3-(3,5-dimethylisoxazol-4-yl)-5-methylphenoxy)-3,5-dimethylphenyl)-3-(piperidin-1-yl)propanamide